1-(5-(4-AMINO-7-CYCLOPROPYL-7H-PYRROLO[2,3-D]PYRIMIDIN-5-YL)-4-FLUOROINDOLIN-1-YL)-2-(6-(TRIFLUOROMETHYL)PYRIDIN-2-YL)ETHAN-1-ONE NC=1C2=C(N=CN1)N(C=C2C=2C(=C1CCN(C1=CC2)C(CC2=NC(=CC=C2)C(F)(F)F)=O)F)C2CC2